(2S,4R)-4-fluoro-N-[(S)-[6-fluoro-5-(propan-2-yl)pyridin-2-yl](phenyl)methyl]-1-[2-(2-oxo-1,2-dihydropyridin-3-yl)acetyl]pyrrolidine-2-carboxamide F[C@@H]1C[C@H](N(C1)C(CC=1C(NC=CC1)=O)=O)C(=O)N[C@@H](C1=CC=CC=C1)C1=NC(=C(C=C1)C(C)C)F